[3-(azepan-1-yl)-4-[4-(1,2-oxazol-3-ylmethyl)piperazine-1-carbonyl]phenyl]cyclopropanecarboxamide N1(CCCCCC1)C=1C=C(C=CC1C(=O)N1CCN(CC1)CC1=NOC=C1)C1(CC1)C(=O)N